1,2,4-trihydroxy-resorcinol OC1(O)C(C(O)=C(C=C1)O)O